(4-(4-(tert-Butyl)phenyl)imidazo[1,2-a]quinoxalin-7-yl)methanol C(C)(C)(C)C1=CC=C(C=C1)C=1C=2N(C3=CC=C(C=C3N1)CO)C=CN2